Rac-(2s,3s)-4,4-difluoro-2-((2-fluoro-[1,1'-biphenyl]-3-yl)methyl)-3-(((trifluoromethyl)sulfonyl)oxy)pyrrolidine-1-carboxylic acid tert-butyl ester C(C)(C)(C)OC(=O)N1[C@H]([C@@H](C(C1)(F)F)OS(=O)(=O)C(F)(F)F)CC=1C(=C(C=CC1)C1=CC=CC=C1)F |r|